3-[(Lauramidoethyl)dimethylammonio]-2-hydroxypropane-sulfonate C(CCCCCCCCCCC)(=O)NCC[N+](CC(CS(=O)(=O)[O-])O)(C)C